C(C)(C)(C)OC(=O)N1[C@@H]2C3=C(C[C@H](C1)C2)C(=NC(=N3)SC)O (6S,9S)-4-hydroxy-2-(methylsulfanyl)-5,6,7,9-tetrahydro-8H-6,9-methanopyrimido[4,5-c]azepine-8-carboxylic acid tert-butyl ester